(S)-2-((4-(6-((1-ethyl-1H-indazol-5-yl)methoxy)pyridin-2-yl)piperidin-1-yl)methyl)-1-(oxetan-2-ylmethyl)-1H-benzo[d]imidazole-6-carboxylic acid C(C)N1N=CC2=CC(=CC=C12)COC1=CC=CC(=N1)C1CCN(CC1)CC1=NC2=C(N1C[C@H]1OCC1)C=C(C=C2)C(=O)O